2-bromo-4,6-dimethylthiazolo[4,5-c]pyridine BrC=1SC2=C(C(=NC(=C2)C)C)N1